2-((5-((7-Fluoroquinazolin-4-yl)amino)pentyl)(oxazol-2-ylmethyl)amino)ethan-1-ol FC1=CC=C2C(=NC=NC2=C1)NCCCCCN(CCO)CC=1OC=CN1